trifluoromethanesulfonic acid 4-(ethoxycarbonyl)-6,6-dimethyl-2-oxo-1,2,5,6-tetrahydropyridin-3-yl ester C(C)OC(=O)C1=C(C(NC(C1)(C)C)=O)OS(=O)(=O)C(F)(F)F